N1=C(C=CC=C1)C=N Pyridylmethaneimine